4-(((((9H-fluoren-9-yl)methoxy)carbonyl)amino)methyl)-2-(((tertbutoxycarbonyl)amino)methyl)-6-methylbenzoic acid C1=CC=CC=2C3=CC=CC=C3C(C12)COC(=O)NCC1=CC(=C(C(=O)O)C(=C1)C)CNC(=O)OC(C)(C)C